N[C@H](C)C1=C(C(=C(C=C1)C(C)=O)OCC)C 1-{4-[(1R)-1-aminoethyl]-2-ethoxy-3-methylphenyl}ethane-1-one